(2-(((8-(cyclopropylmethyl)-7-fluoro-3-(methoxymethoxy)naphthalen-1-yl)oxy)methoxy)ethyl)trimethylsilane C1(CC1)CC=1C(=CC=C2C=C(C=C(C12)OCOCC[Si](C)(C)C)OCOC)F